O=C1N(C(CC1S(=O)(=O)[O-])=O)OC(CCCCCNC(CCCCCNC(CCCCC1SC[C@@H]2NC(N[C@@H]21)=O)=O)=O)=O.[Na+] sodium 2,5-dioxo-1-(6-(6-(5-((3aS,6aR)-2-oxo-hexahydro-1H-thieno-[3,4-d]imidazol-4-yl)-pentanamido)hexan-amido)hexanoyloxy)-pyrrolidine-3-sulfonate